[Li].FC1(CCC=2C1=NC(=CC2CN2C[C@H](CCC2)C)C(=O)O)F (S)-7,7-difluoro-4-((3-methylpiperidin-1-yl)methyl)-6,7-dihydro-5H-cyclopenta[b]pyridine-2-carboxylic acid lithium